CN1C(=C2OC[C@@H]3[C@H](NS(C2=C1)(=O)=O)CN(C3)C(C(=O)OC)=O)C(NC3=CC(=C(C(=C3)F)F)F)=O cis-Methyl 2-(7-methyl-5,5-dioxido-8-((3,4,5-trifluorophenyl)carbamoyl)-3a,4,10,10a-tetrahydro-1H,7H-dipyrrolo[3,4-b:3',4'-f][1,4,5]oxathiazocin-2(3H)-yl)-2-oxoacetate